4-(tert-butoxy)-2-(4-(5-chloro-2-(4-chloro-1H-1,2,3-triazol-1-yl)phenyl)-2,5-dioxopiperazin-1-yl)-N-(2-methyl-2H-indazol-5-yl)butanamide C(C)(C)(C)OCCC(C(=O)NC1=CC2=CN(N=C2C=C1)C)N1C(CN(C(C1)=O)C1=C(C=CC(=C1)Cl)N1N=NC(=C1)Cl)=O